ClC1=NC(=CC(=N1)Cl)CCl 2,4-dichloro-6-(chloromethyl)pyrimidine